N-({5-[5-(difluoromethyl)-1,3,4-oxadiazol-2-yl]-1,3-thiazol-2-yl}methyl)-N-(5-fluoropyridin-3-yl)-2-[(1R,4R)-2-oxa-5-azabicyclo[2.2.1]heptan-5-yl]ethane-1-sulfonamide FC(C1=NN=C(O1)C1=CN=C(S1)CN(S(=O)(=O)CCN1[C@H]2CO[C@@H](C1)C2)C=2C=NC=C(C2)F)F